C(#N)N1[C@@H](CCC1)C(=O)N(C=1SC=C(N1)C1=NC(=CC=C1)C(F)(F)F)C (S)-1-cyano-N-methyl-N-(4-(6-(trifluoromethyl)pyridin-2-yl)thiazol-2-yl)pyrrolidine-2-carboxamide